[N+](=O)([O-])[O-].[Mn+2].[Li+].[N+](=O)([O-])[O-].[N+](=O)([O-])[O-] lithium manganese nitrate